OC1CC(N(C(C1)(C)C)C(C)O)(C)C 4-hydroxy-2,2,6,6-tetramethyl-1-piperidyl-ethanol